Carbononitridic bromide C(#N)Br